(6S,9R)-N-(3-chloro-4-(difluoromethoxy)phenyl)-3-oxo-3,5,6,7,8,9-hexahydro-2H-6,9-methanocyclohepta[c]pyridine-10-carboxamide ClC=1C=C(C=CC1OC(F)F)NC(=O)C1[C@@H]2CC=3C(=CNC(C3)=O)[C@@H]1CC2